O[Si](OOC=1C(C(=O)O)=CC=CC1)(C)C (Hydroxydimethylsilyl)oxysalicylic acid